[O].[N+](=O)([O-])C1=C(C=CC(=C1)[N+](=O)[O-])O 2,4-dinitrophenol oxygen